N1C=C(C=2C1=NC=CC2)C2=NN(C=C2)C2=NC(=NC(=C2)N2CCOCC2)[C@H](CO)OC (R)-2-(4-(3-(1H-pyrrolo[2,3-b]pyridin-3-yl)-1H-pyrazol-1-yl)-6-morpholinopyrimidin-2-yl)-2-methoxyethan-1-ol